BrC=1C(=NC(=CC1)CBr)OC 3-bromo-6-(bromomethyl)-2-methoxypyridine